tert-butyl (S)-1-(4-(benzylsulfanyl)-3-methoxyphenylamino)-1-oxo-3-phenylprop-2-ylcarbamate C(C1=CC=CC=C1)SC1=C(C=C(C=C1)NC([C@H](CC1=CC=CC=C1)NC(OC(C)(C)C)=O)=O)OC